CSC=1C(=NC(=NC1)Cl)Cl 5-Methylthio-2,4-dichloropyrimidine